(Z,2E)-5-[1-(4-chlorophenyl)pyrazol-3-yl]oxy-2-methoxyimino-N,3-di-methyl-pent-3-enamide ClC1=CC=C(C=C1)N1N=C(C=C1)OC\C=C(/C(/C(=O)NC)=N\OC)\C